[Si](C)(C)(C(C)(C)C)OCCCCCOC1=NC=CC=C1C1=CC(=C2C(=N1)C(=NN2C(C)C)C)N(CC2=CC=C(C=C2)OC)CC=2C(=NC=CC2)F 5-(2-((5-((tert-butyldimethylsilyl)oxy)pentyl)oxy)pyridin-3-yl)-N-((2-fluoropyridin-3-yl)methyl)-1-isopropyl-N-(4-methoxybenzyl)-3-methyl-1H-pyrazolo[4,3-b]pyridin-7-amine